N-(7-(4-(5-(4-methylpiperazin-1-yl)-1,3,4-thiadiazol-2-yl)phenyl)quinolin-4-yl)benzo[d]thiazol-5-amine CN1CCN(CC1)C1=NN=C(S1)C1=CC=C(C=C1)C1=CC=C2C(=CC=NC2=C1)NC=1C=CC2=C(N=CS2)C1